O1CCC(=CC1)C=1C(=C(C=CC1)NC=1C(=NC=CN1)C(=O)N(C)OC)OCC(F)(F)F ((3-(3,6-dihydro-2H-pyran-4-yl)-2-(2,2,2-trifluoroethoxy)phenyl)amino)-N-methoxy-N-methylpyrazine-2-carboxamide